FC1=C(C=CC=C1)C=1N(C=C(C1OC)CO)C(=O)OC(C)(C)C Tert-butyl 2-(2-fluorophenyl)-4-(hydroxymethyl)-3-methoxy-1H-pyrrole-1-carboxylate